O=C(CCC)C(=O)O 1-oxobutan-1-carboxylic acid